6-Chloro-1-(cyclopropylmethyl)-1H-pyrazolo[3,4-b]pyridine-3-carbonitrile ClC1=CC=C2C(=N1)N(N=C2C#N)CC2CC2